(R)-8-(8-(benzo[d]thiazol-7-ylthio)imidazo[1,2-c]pyrimidin-5-yl)-8-azaspiro[4.5]decan-1-amine S1C=NC2=C1C(=CC=C2)SC=2C=1N(C(=NC2)N2CCC3(CCC[C@H]3N)CC2)C=CN1